rac-(5S,7S)-7-Fluoro-N-(oxetan-3-yl)-5-phenyl-N-(2,2,2-trifluoroethyl)-6,7-dihydro-5H-pyrrolo[1,2-b][1,2,4]triazol-2-carboxamid F[C@H]1C[C@H](N2N=C(N=C21)C(=O)N(CC(F)(F)F)C2COC2)C2=CC=CC=C2 |r|